FC1(CCN(CC1)C1=NC2=C(C=C(C=C2C(N1C)=O)C)[C@@H](C)NC=1C(=NC=CC1)C(=O)O)F (R)-3-((1-(2-(4,4-difluoropiperidin-1-yl)-3,6-dimethyl-4-oxo-3,4-dihydroquinazolin-8-yl)ethyl)amino)picolinic acid